C1=C(C=CC2=CC=CC=C12)C1=NC=NC2=CC=CC=C12 4-(naphthalen-2-yl)quinazoline